[Ge-]1=CC=CC=C1.[Mg+2].[Ge-]1=CC=CC=C1 magnesium germinide